tert-butyl N-[6-[5-(hydroxymethyl)-1-methylpyrazol-4-yl]-2-methylpyridin-3-yl]carbamate OCC1=C(C=NN1C)C1=CC=C(C(=N1)C)NC(OC(C)(C)C)=O